C1(CCCCC1)[C@@H](C(=O)N1C(CCC1)C(=O)N[C@@H]1CCCC2=CC=CC=C12)NC[C@H](C)NC 1-((S)-2-Cyclohexyl-2-((S)-2-(methylamino)propylamino)acetyl)-N-((R)-1,2,3,4-tetrahydronaphthalene-1-yl)pyrrolidine-2-carboxamide